3,10-dihydroxydodecenoic acid methyl ester COC(C=C(CCCCCCC(CC)O)O)=O